1-(3-chlorophenyl)-3-(2-(4-ethylpiperazin-1-yl)-5-(4-(4-((6-(trifluoromethyl)pyridazin-3-yl)oxy)phenyl)piperidine-1-carbonyl)phenyl)urea ClC=1C=C(C=CC1)NC(=O)NC1=C(C=CC(=C1)C(=O)N1CCC(CC1)C1=CC=C(C=C1)OC=1N=NC(=CC1)C(F)(F)F)N1CCN(CC1)CC